C(=O)(P([O-])([O-])=O)P([O-])([O-])=O.[Na+].[Na+].[Na+].[Na+] Tetrasodium Carbonylbisphosphonate